1-(5-(methyl-(phenyl)amino)pentyl)piperidine bromide [Br-].CN(CCCCCN1CCCCC1)C1=CC=CC=C1